[Br-].FCC[N+](C)(C)C (2-fluoroethyl)trimethyl-ammonium bromide